C(CC)OC(=O)[C@H]1[C@H](CC=CC1)C(=O)O.C(O)C(C)(CO)CO TrimethylolEthan n-propyl-cis-4-cyclohexene-1,2-dicarboxylate